(R)-(1H-indol-2-yl)(2-methoxy-5-methylphenyl)methylamine N1C(=CC2=CC=CC=C12)NCC1=C(C=CC(=C1)C)OC